methyl-4-amino-3-chloro-5-fluoro-6-(7-fluoro-1-isobutyryl-1H-indol-6-yl)pyridine-2-carboxylic acid COC(=O)C1=NC(=C(C(=C1Cl)N)F)C1=CC=C2C=CN(C2=C1F)C(C(C)C)=O